N1=C(C=NC=C1)C(=O)N[C@@H](CC1=CC=CC=C1)C(=O)O (pyrazine-2-carbonyl)-L-phenylalanine